C(C1=CC=CC=C1)OC(=O)NC(=N)C1=CC(=C(CN(C(OC(C)(C)C)=O)C(=O)OC(C)(C)C)C=C1)OC tert-butyl (4-(N-((benzyloxy)carbonyl)carbamimidoyl)-2-methoxybenzyl)(tert-butoxycarbonyl)carbamate